4-(2-aminophenyl)-2-(3-carboxypropionylamino)-4-oxobutanoic acid NC1=C(C=CC=C1)C(CC(C(=O)O)NC(CCC(=O)O)=O)=O